CC12CC(N(C2C1)C(CNC(CCOC1=CC=CC=C1)=O)=O)C(=O)N 5-methyl-2-((3-phenoxy-propionyl)glycyl)-2-azabicyclo[3.1.0]Hexane-3-carboxamide